C(C)(C)(C)OC(=O)N1CC=2C(CC1)=NN(C2N2C(NC=C2)=O)C2=CC(=C(C(=C2)C)F)C 2-(4-fluoro-3,5-dimethylphenyl)-3-(2-oxo-1H-imidazol-3-yl)-6,7-dihydro-4H-pyrazolo[4,3-c]pyridine-5-carboxylic acid tert-butyl ester